ClC1=C(C(=O)C2=CC=CC=C2)C=CC(=C1)Cl 2,4-dichlorobenzophenon